8-benzyl-2-(furan-2-ylmethyl)-6-(3-hydroxyphenyl)imidazo[1,2-a]pyrazin-3(7H)-one C(C1=CC=CC=C1)C1=C2N(C=C(N1)C1=CC(=CC=C1)O)C(C(=N2)CC=2OC=CC2)=O